3'-[(3-chloro-2-methoxyphenyl)amino]-2'-(3-fluoropyridin-4-yl)-5',6'-dihydro-1'H-spiro[oxetane-3,7'-pyrrolo[3,2-c]pyridin]-4'-one ClC=1C(=C(C=CC1)NC1=C(NC2=C1C(NCC21COC1)=O)C1=C(C=NC=C1)F)OC